C(C)OC(=O)C1CCN(CC1)C1=NC=C(C=C1)N1N=C(C2=CC(=CC(=C12)C)Cl)C=1C2=CN(N=C2C=CC1)C.ClC1=C(C=CC=C1Cl)C(C(=O)N)C(OC)OC (2,3-dichlorophenyl)-3,3-dimethoxypropionamide ethyl-1-(5-(5-chloro-2',7-dimethyl-1H,2'H-[3,4'-biindazol]-1-yl)pyridin-2-yl)piperidine-4-carboxylate